ClC=1C(=CC2=C(C(CO2)NC)C1)F 5-chloro-6-fluoro-N-methyl-2,3-dihydrobenzofuran-3-amine